N[C@@H](CCCNC(=O)N)C(=O)O trans-citrulline